9-(4-([1,1'-biphenyl]-4-yl)-6-phenyl-1,3,5-triazin-2-yl)-3-bromo-9H-carbazole C1(=CC=C(C=C1)C1=NC(=NC(=N1)C1=CC=CC=C1)N1C2=CC=CC=C2C=2C=C(C=CC12)Br)C1=CC=CC=C1